BrC1=CC2=C(C(NN=C2CCl)=O)N=C1 3-bromo-5-(chloromethyl)pyrido[2,3-d]pyridazin-8(7H)-one